6-hexyl-4-(morpholin-4-yl)quinolin C(CCCCC)C=1C=C2C(=CC=NC2=CC1)N1CCOCC1